(S)-2-(((benzyloxy)carbonyl)amino)-2-((3R,5S)-1,1-difluorospiro[2.5]octan-5-yl)acetic acid C(C1=CC=CC=C1)OC(=O)N[C@H](C(=O)O)[C@@H]1C[C@@]2(CC2(F)F)CCC1